Methyl((6-((R)-3-methylmorpholino)-2-(1H-pyrrolo[2,3-b]-pyridin-4-yl)pyrimidin-4-yl)imino)(1-propionyl-piperidin-4-yl)-λ6-sulfanone CS(=O)(C1CCN(CC1)C(CC)=O)=NC1=NC(=NC(=C1)N1[C@@H](COCC1)C)C1=C2C(=NC=C1)NC=C2